(S)-3-(5-(4-((1-(4-(8-cyclohexyl-3-hydroxy-6,7-dihydro-5H-benzo[7]annulen-9-yl)phenyl)piperidin-4-yl)methyl)piperazin-1-yl)-1-oxoisoindolin-2-yl)piperidine-2,6-dione C1(CCCCC1)C=1CCCC2=C(C1C1=CC=C(C=C1)N1CCC(CC1)CN1CCN(CC1)C=1C=C3CN(C(C3=CC1)=O)[C@@H]1C(NC(CC1)=O)=O)C=CC(=C2)O